N-(6-(2H-1,2,3-triazol-2-yl)-5-(trifluoromethyl)pyridin-3-yl)-5-(2-chloro-4-fluorophenyl)-3-methylpyridineamide N=1N(N=CC1)C1=C(C=C(C=N1)NC(=O)C1=NC=C(C=C1C)C1=C(C=C(C=C1)F)Cl)C(F)(F)F